C(C)C(C(=O)[O-])CCCC.[Rh+2].C(C)C(C(=O)[O-])CCCC rhodium(II) 2-ethylhexanoate